cobalt iron boran tantalum [Ta].B.[Fe].[Co]